C1(CCCCC1)C[C@H]1CO[C@H]2N1C(C=1N(C2)C=C(C(C1OCC1=CC=CC=C1)=O)C(=O)NCC1=C(C=C(C=C1)F)F)=O (3S,11aR)-3-(cyclohexylmethyl)-N-[(2,4-difluorophenyl)methyl]-5,7-dioxo-6-[(phenylmethyl)oxy]-2,3,5,7,11,11a-hexahydro[1,3]oxazolo[3,2-a]pyrido[1,2-d]pyrazine-8-carboxamide